ClC=1C=C(C=CC1)C1=CC=C(C=C1)B(O)O 3'-CHLORO-BIPHENYL-4-BORONIC ACID